COC1=NC=C(C(=N1)OC)C=1C=C(C=2N(N1)C=CN2)[C@@H]2[C@H](C2)C2=CC(=CC=C2)C(F)(F)F 6-(2,4-dimethoxypyrimidin-5-yl)-8-[(1S,2S)-2-[3-(trifluoromethyl)phenyl]cyclopropyl]imidazo[1,2-b]pyridazine